C(C1=CC=CC=C1)OC=1C=C(C(=C(C1)F)Br)F 5-benzyloxy-2-bromo-1,3-difluoro-benzene